SC(CS)C1SC(C(S1)CS)CS 2-(1,2-dimercaptoethyl)-4,5-bis(mercaptomethyl)-1,3-dithiolane